2-(4-((2-acetamidothiazol-5-yl)methyl)-3-methylpiperazin-1-yl)-N-phenylacetamide C(C)(=O)NC=1SC(=CN1)CN1C(CN(CC1)CC(=O)NC1=CC=CC=C1)C